N1(C=CC=C1)CCN1N=CC2=CC=CC=C12 (2-pyrrol-1-yl-ethyl)-1H-indazol